5-(8-(1,3-Dimethyl-2-oxo-2,3-dihydro-1H-benzo[d]imidazol-5-yl)isoquinolin-3-yl)-N-(3-(3-(2,4-dioxotetrahydropyrimidin-1(2H)-yl)benzofuran-5-yl)prop-2-yn-1-yl)picolinamide CN1C(N(C2=C1C=CC(=C2)C=2C=CC=C1C=C(N=CC21)C=2C=CC(=NC2)C(=O)NCC#CC=2C=CC1=C(C(=CO1)N1C(NC(CC1)=O)=O)C2)C)=O